IC=1C=C(CN2C(CCCCC2)=O)C=CC1 1-(3-iodobenzyl)azepan-2-one